(+)-2-methyl-6-methoxy-2-naphthalenacetic acid CC1(CC2=CC=C(C=C2C=C1)OC)CC(=O)O